COC1=NC=NC(=C1)OCC1=CC=C(C=C1)OC 4-methoxy-6-[(4-methoxyphenyl)methoxy]pyrimidine